2-ethyl-sulfonate CCS(=O)(=O)[O-]